cobalt cyanooxide C(#N)OC#N.[Co]